butyl-cyclohexadiendion C(CCC)C=1C(C(C=CC1)=O)=O